(5-(4-((3-fluoro-5-(1H-pyrazol-5-yl)pyridin-2-yl)oxy)phenyl)-2H-tetrazol-2-yl)propan-1-ol FC=1C(=NC=C(C1)C1=CC=NN1)OC1=CC=C(C=C1)C=1N=NN(N1)C(CC)O